2-(6-(((1R,3S,5S)-9-azabicyclo[3.3.1]nonan-3-yl)(methyl)amino)pyridazin-3-yl)-5-(2-methoxypyridin-4-yl)phenol [C@H]12CC(C[C@H](CCC1)N2)N(C2=CC=C(N=N2)C2=C(C=C(C=C2)C2=CC(=NC=C2)OC)O)C